8-[(1R)-1-[(6-Chloro-2-fluoro-3-pyridyl)oxy]ethyl]-3,6-dimethyl-2-(2-methylpyrazolo[4,3-b]pyridin-5-yl)chromen-4-one ClC1=CC=C(C(=N1)F)O[C@H](C)C=1C=C(C=C2C(C(=C(OC12)C=1C=CC=2C(N1)=CN(N2)C)C)=O)C